1-((5-(benzo[b]thiophen-2-yl)-4H-1,2,4-triazol-3-yl)methyl)-4-benzylpiperidine S1C2=C(C=C1C=1NC(=NN1)CN1CCC(CC1)CC1=CC=CC=C1)C=CC=C2